C1(CC1)[C@@H](C)NC1=CC(N(C2=CC=C(C=C12)[N+](=O)[O-])C)=O (R)-4-((1-cyclopropylethyl)amino)-1-methyl-6-nitroquinolin-2(1H)-one